OC1=C(C(/C=C/C2=CC=CC=C2)=O)C=CC(=C1)OC=C(C)C 2'-Hydroxy-4'-(2-methyl-1-propenyloxy)chalcone